N(=[N+]=[N-])CCCNC(CCNC(OC(C)(C)C)=O)=O tert-butyl (3-((3-azidopropyl)amino)-3-oxopropyl)carbamate